[Au].[Li] Lithium-gold